6-(4-chlorophenyl)-2-(3-fluorophenyl)-N-(cis-2-hydroxycyclopentyl)-3-oxo-2,3-dihydropyridazine-4-carboxamide ClC1=CC=C(C=C1)C=1C=C(C(N(N1)C1=CC(=CC=C1)F)=O)C(=O)N[C@H]1[C@H](CCC1)O